D-N-methyltyrosine CN[C@H](CC1=CC=C(C=C1)O)C(=O)O